6-(2-(2-fluoro-3-methoxyphenyl)-2-hydroxyacetyl)-2-(1-phenylcyclopropyl)-5,6,7,8-tetrahydropyrido[4,3-d]pyrimidin-4(3H)-one FC1=C(C=CC=C1OC)C(C(=O)N1CC2=C(N=C(NC2=O)C2(CC2)C2=CC=CC=C2)CC1)O